3-chloro-5-(2-(4-((2-Chloropyrimidine-4-yl)methoxy)phenyl)propan-2-yl)-2-methoxybenzonitrile ClC=1C(=C(C#N)C=C(C1)C(C)(C)C1=CC=C(C=C1)OCC1=NC(=NC=C1)Cl)OC